2-(2-chlorophenyl)-1-methyl-5-(8-(4-methyl-1H-imidazol-1-yl)-1,2,3,4-tetrahydronaphthalen-2-yl)-4,5,6,7-tetrahydro-1H-imidazo[4,5-c]pyridine ClC1=C(C=CC=C1)C=1N(C2=C(CN(CC2)C2CC3=C(C=CC=C3CC2)N2C=NC(=C2)C)N1)C